C(C)OC(=O)C1=C(C2=C(CCC3=CN(N=C23)C[C@@H]2OCCOC2)O1)C 2-{[(2S)-1,4-dioxan-2-yl]methyl}-8-methyl-4,5-dihydro-2H-furo[2,3-g]indazole-7-carboxylic acid ethyl ester